N-(cyclopropylmethoxy)-5-((5-fluoro-2H-spiro[benzofuran-3,1'-cyclopropane]-7-yl)amino)-7-(methylamino)pyrazolo[1,5-a]pyrimidine-3-carboxamide C1(CC1)CONC(=O)C=1C=NN2C1N=C(C=C2NC)NC2=CC(=CC1=C2OCC12CC2)F